S1C2=C(C=C1C1C(C(OC1C1=CC=CC=C1)=O)=C)C=CC=C2 4-(benzo[b]thiophen-2-yl)-3-methylene-5-phenyldihydrofuran-2(3H)-one